5-(4-((5-(1,2-Dihydroxyethyl)-3-methyl-2,4-dioxo-1,2,3,4-tetrahydroquinazolin-7-yl)methyl)piperazin-1-yl)-N,6-dimethylpyridineamide OC(CO)C1=C2C(N(C(NC2=CC(=C1)CN1CCN(CC1)C=1C=CC(=NC1C)C(=O)NC)=O)C)=O